5-Fluoro-7-(2-methyl-2H-indazol-5-yl)-3-(piperidin-4-yl)cinnoline tert-butyl-2-((5-formyl-2-(methylthio)pyrimidin-4-yl)amino)-7-azaspiro[3.5]nonane-7-carboxylate C(C)(C)(C)OC(=O)N1CCC2(CC(C2)NC2=NC(=NC=C2C=O)SC)CC1.FC1=C2C=C(N=NC2=CC(=C1)C1=CC2=CN(N=C2C=C1)C)C1CCNCC1